C(C)(C)C1=NC2=CC=CC=C2C(N1)=O 2-isopropyl-4-oxo-4H-quinazolin